C(C#CC)(=O)N[C@H]1C[C@@H](CCC1)C1=C2C(=C(NC2=C(C(=C1F)F)C(=O)N)C)Cl 4-((1R,3R)-3-(but-2-ynamido)cyclohexyl)-3-chloro-5,6-difluoro-2-methyl-1H-indole-7-carboxamide